cyclopropylacetic acid sodium salt [Na+].C1(CC1)CC(=O)[O-]